F[C@@H](CN(CCC(C(=O)O)NC1=NC(=NC2=CC=CC=C12)C=1C=NC=CC1)CCCCC1=NC=2NCCCC2C=C1)COC 4-(((S)-2-fluoro-3-methoxypropyl)(4-(5,6,7,8-tetrahydro-1,8-naphthyridin-2-yl)butyl)amino)-2-((2-(pyridin-3-yl)quinazolin-4-yl)amino)butanoic acid